Methyl (4S)-4-((tert-butyldimethylsilyl)oxy)-6-((R)-tert-butylsulfinyl)-5-(((S)-tert-butylsulfinyl)amino)-6-(4-fluorophenyl)hexanoate [Si](C)(C)(C(C)(C)C)O[C@@H](CCC(=O)OC)C(C(C1=CC=C(C=C1)F)[S@@](=O)C(C)(C)C)N[S@@](=O)C(C)(C)C